C(=C)[Si](C=C)(C=C)Br trivinyl-silicon bromide